CC1=NC(=CC(=C1)C=1NC2=CC=C(C=C2C1C(C)C)OCC1CN(CCC1)CC(C)(O)C)C 1-(3-(((2-(2,6-Dimethylpyridin-4-yl)-3-isopropyl-1H-indol-5-yl)oxy)methyl)piperidin-1-yl)-2-methylpropan-2-ol